1,2-bis(5-chloro-2-methylthiophen-3-yl)cyclopentene ClC1=CC(=C(S1)C)C1=C(CCC1)C1=C(SC(=C1)Cl)C